6-[[(2R,3R,4S,5S)-3-(3,4-difluoro-2-methoxy-phenyl)-4,5-dimethyl-5-(trifluoromethyl)tetrahydrofuran-2-carbonyl]amino]pyrazine-2-carboxamide FC=1C(=C(C=CC1F)[C@@H]1[C@@H](O[C@@]([C@H]1C)(C(F)(F)F)C)C(=O)NC1=CN=CC(=N1)C(=O)N)OC